C(#N)C1=CC(=C(COC2=CC=CC(=N2)N2CCN(CC2)C(=O)[O-])C=C1)F 4-(6-((4-cyano-2-fluorobenzyl)oxy)pyridine-2-yl)piperazine-1-carboxylate